2-(4-chlorophenyl)-5-(methylthio)-3,4-dihydro-2H-pyrrole ClC1=CC=C(C=C1)C1N=C(CC1)SC